C(=C)C=1N(C=C(C1)C)CCO 2-(2-vinyl-4-methyl-1H-pyrrol-1-yl)ethanol